CC1=NNC(=C1C1=CC=C(C(=N1)OC)NC(=O)C=1C(=NOC1C)C1=CC=CC=C1)C [6-(3,5-dimethyl-1H-pyrazol-4-yl)-2-methoxy-3-pyridinyl]-5-methyl-3-phenyl-isoxazole-4-carboxamide